5-methyl-2-((((CIS)-4-phenylcyclohexyl)oxy)methyl)-3-(1-((2-(trimethylsilyl)ethoxy)methyl)-1H-pyrazol-5-yl)pyridine CC=1C=C(C(=NC1)CO[C@@H]1CC[C@@H](CC1)C1=CC=CC=C1)C1=CC=NN1COCC[Si](C)(C)C